(3S)-3-methyl-4-{2-methylfuro[2,3-c]pyridin-7-yl}morpholine C[C@@H]1N(CCOC1)C=1N=CC=C2C1OC(=C2)C